2-(5-{[3-(6-chloro-4-{[4-(4-hydroxypiperidin-1-yl)piperidin-1-yl]methyl}-1-(2,2,2-trifluoroethyl)-1H-indol-2-yl)prop-2-yn-1-yl]amino}pyridin-2-yl)-2-methylpropanenitrile ClC1=CC(=C2C=C(N(C2=C1)CC(F)(F)F)C#CCNC=1C=CC(=NC1)C(C#N)(C)C)CN1CCC(CC1)N1CCC(CC1)O